C1(CCCCC1)OC1=NC(=NC(=C1C)C1=C(C=CC=C1)C)NS(=O)(=O)C=1C=NN(C1)C N-[4-(cyclohexoxy)-5-methyl-6-(o-tolyl)pyrimidin-2-yl]-1-methyl-pyrazole-4-sulfonamide